N-[2,6-dichloro-4-(trifluoromethyl)-3-pyridinyl]Acetamide ClC1=NC(=CC(=C1NC(C)=O)C(F)(F)F)Cl